CCC(CCCCCCCCCCCCCC)=O 3-Heptadecanone